N-(6-methoxy-5-((4-(1-methyl-1H-indol-3-yl)pyrimidin-2-yl)amino)-2-(4-methylpiperidin-1-yl)pyridin-3-yl)acrylamide COC1=C(C=C(C(=N1)N1CCC(CC1)C)NC(C=C)=O)NC1=NC=CC(=N1)C1=CN(C2=CC=CC=C12)C